CN(C1COC2CN(CC21)C2=C(C=NC=1NC3=C(C=C(C(=C3C12)F)F)NC)C1=CN2C(C(=CC=C2C=C1)C(=O)O)=O)C 7-[4-[cis-3-(dimethylamino)-2,3,3a,4,6,6a-hexahydrofuro[2,3-c]pyrrol-5-yl]-5,6-difluoro-8-(methylamino)-9H-pyrido[2,3-b]indol-3-yl]-4-oxo-quinolizine-3-carboxylic acid